C(C1=CC=CC=C1)(=O)OC=C(CCCC)O 2-hydroxy-hexen-1-ol benzoate